C1(C2=CC=C(C(=O)OCCCCC3=CC=C(C=C3)CCCCO1)C=C2)=O p-phenylene-di-1,4-butylene terephthalate